3-ALLYLOXYPROPIONIC ACID C(C=C)OCCC(=O)O